C(C(=C)C)(=O)OCC(COC1=CC=C(C=C1)C(C)(C)C1=CC=C(C=C1)OCC(COC(C(=C)C)=O)O)O 2,2-Bis[4-(3-methacryloxy-2-hydroxypropoxy)phenyl]propane